CC1(C(CCC2(C1O2)CC21C(CCCC2)O1)C(=O)[O-])C 4-epoxy-2-methylcyclohexylmethyl-3,4-epoxy-2-methyl-cyclohexanecarboxylate